NC12CC3(CC(CC(C1)C3)C2)NC(=O)C23CC1CC(CC(C2)C1)C3 N-(3-aminoadamantan-1-yl)adamantane-1-carboxamide